CC(C)CCCCCCCCCC 2-methyldodecane